FC(C=1C=C(C=C(C1)C(F)(F)F)B(O)O)(F)F 3,5-bis-trifluoromethyl-phenylboronic acid